N-(3-(4-(((1S,4S)-4-(dimethylamino)cyclohexyl)amino)-1-(2,2,2-trifluoroethyl)-1H-indol-2-yl)prop-2-yn-1-yl)-N-(2-hydroxy-4-(methylsulfonyl)phenyl)propionamide CN(C1CCC(CC1)NC1=C2C=C(N(C2=CC=C1)CC(F)(F)F)C#CCN(C(CC)=O)C1=C(C=C(C=C1)S(=O)(=O)C)O)C